FC(C1(OCCO1)COC1=CC=C(C=C1)CN1N=C(C=C1)C(=O)OCC)(F)F ethyl 1-[[4-[[2-(trifluoromethyl)-1,3-dioxolan-2-yl]methoxy]phenyl]methyl]pyrazole-3-carboxylate